N-(7-chloro-2-oxo-1-phenyl-1,2-dihydroquinazolin-4-yl)acetamide ClC1=CC=C2C(=NC(N(C2=C1)C1=CC=CC=C1)=O)NC(C)=O